(3R,4R) or (3S,4S)-4-(4-(6-chloro-2-((5-chloro-1-(difluoromethyl)-1H-pyrazol-4-yl)amino)quinazolin-7-yl)piperazin-1-yl)-4-methyltetrahydrofuran-3-ol ClC=1C=C2C=NC(=NC2=CC1N1CCN(CC1)[C@]1([C@H](COC1)O)C)NC=1C=NN(C1Cl)C(F)F |o1:17,18|